C(#N)[C@@H](C[C@H]1C(NCCC1)=O)NC(=O)[C@@H]1N(C[C@H]2[C@@H]1CC(C2)(F)F)C(=O)C=2NC1=C(C=CC(=C1C2)C(F)F)Cl (1R,3aR,6aS)-N-((R)-1-cyano-2-((S)-2-oxopiperidin-3-yl)ethyl)-2-(4-(difluoromethyl)-7-chloro-1H-indole-2-carbonyl)-5,5-difluorooctahydrocyclopenta[c]pyrrole-1-carboxamide